N-dimethylaminoethyl-2-(5-(4-(6-(N-dimethylaminoethylcarbamoyl)-1H-indol-2-yl)phenoxy)pyridin-2-yl)-1H-indole-6-carboxamide CN(C)CCNC(=O)C1=CC=C2C=C(NC2=C1)C1=NC=C(C=C1)OC1=CC=C(C=C1)C=1NC2=CC(=CC=C2C1)C(NCCN(C)C)=O